CC1=CC=C(C=C1)S(=O)(=O)OCCOC1CC1 2-cyclopropyloxyethyl 4-methylbenzenesulfonate